tetraphenyl-aniline C1(=CC=CC=C1)C=1C(=C(N(C2=CC=CC=C2)C2=CC=CC=C2)C=CC1)C1=CC=CC=C1